FC(CNC1=NN2C(C=N1)=C(C=C2)C=2C=CC=1N(N2)C=CN1)(C)F N-(2,2-difluoropropyl)-5-(imidazo[1,2-b]pyridazin-6-yl)pyrrolo[2,1-f][1,2,4]triazin-2-amine